C(C)OC1=NC(=NC=C1C(NC=1N=CC=2N(C1)C=C(N2)C)=O)N(C2CCN(CC2)C(=O)OC(C)(C)C)CC tert-butyl 4-((4-ethoxy-5-((2-methylimidazo[1,2-a]pyrazin-6-yl)carbamoyl)pyrimidin-2-yl)(ethyl)amino)piperidine-1-carboxylate